C1(CC1)C1=NC=NC(=C1C1=NC=CC(=N1)C(C)(O)C1=CC=C(C=C1)C=1N(C=C(N1)C(F)(F)F)C([2H])([2H])[2H])OC 1-(4'-cyclopropyl-6'-methoxy-[2,5'-bipyrimidin]-4-yl)-1-(4-(1-(methyl-d3)-4-(trifluoromethyl)-1H-imidazol-2-yl)phenyl)ethan-1-ol